NC1=C(C=C(C(=O)NC=2C(N(C=CC2)C(C(=O)NN(CC(=O)OCC)C(CF)=O)C)=O)C=C1)Cl Ethyl N-(2-(3-(4-amino-3-chlorobenzamido)-2-oxopyridin-1(2H)-yl)propanamido)-N-(2-fluoroacetyl)glycinate